ClC1=CC=CC=2C(NC(SC21)(C)C)=O 8-chloro-2,2-dimethyl-3H-1,3-benzothiazin-4-one